COC1=CC=C(C=N1)CN1N=C2N([C@@H](CCC2)C(=O)N2CCCC2)C1=O (5S)-2-[(6-Methoxypyridin-3-yl)methyl]-5-(pyrrolidin-1-ylcarbonyl)-5,6,7,8-tetrahydro[1,2,4]triazolo[4,3-a]pyridin-3(2H)-one